[Br-].C(C)(C)(C)C=1C=C(C[P+](CCCC)(CCCC)CCCC)C=C(C1O)C(C)(C)C (3,5-Di-Tert-Butyl-4-Hydroxybenzyl)Tributylphosphonium Bromide